Tert-butyl-4-{6-[(2-cyclopropanecarboxamidopyridin-4-yl)amino]-5-nitropyridin-2-yl}piperazine C(C)(C)(C)N1CCN(CC1)C1=NC(=C(C=C1)[N+](=O)[O-])NC1=CC(=NC=C1)NC(=O)C1CC1